2-(9-(4-hydroxybutyl)-3,9-diazaspiro[5.5]undecan-3-yl)propane-1,3-diyl bis(2-heptyltetradecanoate) C(CCCCCC)C(C(=O)OCC(COC(C(CCCCCCCCCCCC)CCCCCCC)=O)N1CCC2(CC1)CCN(CC2)CCCCO)CCCCCCCCCCCC